(6R,8aS)-6-[8-Amino-1-(4-{(1R)-1-[3-(1,1-difluoroethyl)phenyl]-1-hydroxyethyl}-phenyl)imidazo[1,5-a]pyrazin-3-yl]hexahydroindolizin-3(2H)-on NC=1C=2N(C=CN1)C(=NC2C2=CC=C(C=C2)[C@@](C)(O)C2=CC(=CC=C2)C(C)(F)F)[C@H]2CN1C(CC[C@@H]1CC2)=O